ClC1=CC=C(C=C1)C1=CSC=C1C1=CC=C(C=C1)Cl 3,4-bis(4-chlorophenyl)thiophene